NC=1N(C=CN1)C1=CC(=NC=N1)N(CC1=CC=C(C=C1)OC)CC1=CC=C(C=C1)OC 6-(2-aminoimidazol-1-yl)-N,N-bis[(4-methoxyphenyl)methyl]pyrimidin-4-amine